CN1C2=C(C=3C=CC(=CC13)OC1=NC(=CC=C1)[N+](=O)[O-])C=NN(C2=O)CC2=NC(=CC=C2)C 5-methyl-3-((6-methylpyridin-2-yl)methyl)-7-((6-nitropyridin-2-yl)oxy)-3,5-dihydro-4H-pyridazino[4,5-b]indol-4-one